8-(4-chloro-2-fluoro-phenyl)-2,3-dimethyl-6-[3-(2-methylpyrazol-3-yl)piperidino]pyrimido[5,4-d]pyrimidin-4-one ClC1=CC(=C(C=C1)C1=NC(=NC2=C1N=C(N(C2=O)C)C)N2CC(CCC2)C=2N(N=CC2)C)F